tert-butyl (1R,5S)-3-(7-bromo-2-chloro-3-cyanoquinoline-4-yl)-3,8-diazabicyclo[3.2.1]octane-8-carboxylate BrC1=CC=C2C(=C(C(=NC2=C1)Cl)C#N)N1C[C@H]2CC[C@@H](C1)N2C(=O)OC(C)(C)C